1-(iso-propylaminosilyl)-2,2,4,4,6,6-hexamethylcyclotrisilazane C(C)(C)N[SiH2]N1[Si](N[Si](N[Si]1(C)C)(C)C)(C)C